C(C)(C)(C)C=1SC(=CN1)C1=NN(C(=C1C1CCC1)NC(CC1(CC1)C(F)(F)F)=O)C N-(3-(2-(tert-butyl)thiazol-5-yl)-4-cyclobutyl-1-methyl-1H-pyrazol-5-yl)-2-(1-(trifluoromethyl)cyclopropyl)acetamide